OC[C@H](C#CC1=CC=C(C=C1)C1=CC=C(C=C1)C[C@H]1[C@@H](COC1)O)N1C(=NC=C1)[C@H](C)O (3S,4R)-4-((4'-((S)-4-hydroxy-3-(2-((S)-1-hydroxyethyl)-1H-imidazol-1-yl)but-1-yn-1-yl)-[1,1'-biphenyl]-4-yl)methyl)tetrahydrofuran-3-ol